C(C=C)C1=C(C=CC=C1)CO (2-allylphenyl)methanol